4-(iodoacetyl)catechol 1,1-di(methyl)ethyl-7-[5-chloranyl-2-(3-oxidanylprop-1-ynyl)phenyl]thieno[3,2-b]pyridine-3-carboxylate CC(C)(C)C1=C(C2=NC=CC(=C2S1)C1=C(C=CC(=C1)Cl)C#CCO)C(=O)O.ICC(=O)C=1C=C(C(O)=CC1)O